2-(6-methoxy-2-(2-methoxyimidazo[2,1-b][1,3,4]thiadiazol-6-yl)pyrazolo[1,5-a]pyridin-4-yloxy)-N-(2,2,2-trifluoroethyl)acetamide COC=1C=C(C=2N(C1)N=C(C2)C=2N=C1SC(=NN1C2)OC)OCC(=O)NCC(F)(F)F